1,3-dihydroxyl-5-pentylbenzene OC1=CC(=CC(=C1)CCCCC)O